cyclopropyl-5-(4-((8-(difluoromethoxy)-2-methyl-3-oxo-3,4-dihydroquinoxalin-6-yl)methyl)piperazin-1-yl)-6-fluoropyridinecarboxamide C1(CC1)C=1C(=NC(=C(C1)N1CCN(CC1)CC=1C=C2NC(C(=NC2=C(C1)OC(F)F)C)=O)F)C(=O)N